tert-butyl (1R,7S)-8-cyano-8-(2-fluorophenyl)-4-azabicyclo[5.1.0]octane-4-carboxylate C(#N)C1([C@H]2CCN(CC[C@@H]12)C(=O)OC(C)(C)C)C1=C(C=CC=C1)F